C(C(C)C)N1CCC(CC1)C1=CN=C(S1)C1=NNC(=C1C(C)C)C=1C=C(C=2N(C1)N=CN2)OC 5-(1-isobutylpiperidin-4-yl)-2-(4-isopropyl-5-(8-methoxy-[1,2,4]triazolo[1,5-a]pyridin-6-yl)-1H-pyrazol-3-yl)thiazole